C(C)(=O)O[C@H]1[C@H](O[C@@H]([C@@H]([C@H]1OC(C)=O)OC(C)=O)SCCCCC=C)[C@@H]([C@@H](C=C)C)N[S@](=O)C(C)(C)C (2R,3S,4S,5R,6R)-2-((1R,2R)-1-(((R)-tert-butylsulfinyl)amino)-2-methylbut-3-en-1-yl)-6-(hex-5-en-1-ylthio)tetrahydro-2H-pyran-3,4,5-triyl triacetate